C(C)N1CCN(CC1)C1=NC2=CC=C(C=C2C(=C1)C)NC(NCCNC(OC(C)(C)C)=O)=S tert-butyl (2-(3-(2-(4-ethylpiperazin-1-yl)-4-methylquinolin-6-yl)thioureido)ethyl)carbamate